FC1=C(C(=CC(=C1)OC)F)[C@H]1[C@@H](C(NC1)=O)NC=1SC(=NN1)C1=CC=C(C=C1)SC(F)(F)F (3S,4R)-4-(2,6-difluoro-4-methoxyphenyl)-3-[(5-{4-[(trifluoromethyl)sulfanyl]phenyl}-1,3,4-thiadiazol-2-yl)amino]pyrrolidin-2-one